(3,5-dimethyl-4-hydroxyphenyl)-propane CC=1C=C(C=C(C1O)C)CCC